methyl (R)-6-(2-((tert-butoxycarbonyl)amino)-3-phenylpropoxy)isoquinoline-5-carboxylate C(C)(C)(C)OC(=O)N[C@@H](COC1=C(C=2C=CN=CC2C=C1)C(=O)OC)CC1=CC=CC=C1